N-(1-benzyl-3-methylazepan-3-yl)acetamide ((Z)-(3-(4-chlorophenyl)-4-phenyl-5,6-dihydropyridazin-1(4H)-yl)((naphthalen-2-ylsulfonyl)imino)methyl)carbamimidothioate ClC1=CC=C(C=C1)C1=NN(CCC1C1=CC=CC=C1)\C(=N/S(=O)(=O)C1=CC2=CC=CC=C2C=C1)\NC(=N)S.C(C1=CC=CC=C1)N1CC(CCCC1)(C)NC(C)=O